(E)-N-((6-fluoro-5-isopropylpyridin-2-yl)methylene)-2-methylpropane-2-sulfinamide FC1=C(C=CC(=N1)\C=N\S(=O)C(C)(C)C)C(C)C